[Na+].S(=O)(=O)([O-])OOS(=O)(=O)[O-].[Na+] peroxydisulfate sodium salt